(1R,2S,3S,4R,5S)-5-fluoro-3-(2-methylpyridin-4-yl)-N-(3-(trifluoromethyl)benzeneYl)-7-oxabicyclo[2.2.1]Heptane-2-carboxamide F[C@@H]1[C@H]2[C@@H]([C@@H]([C@@H](C1)O2)C(=O)NC2=CC(=CC=C2)C(F)(F)F)C2=CC(=NC=C2)C